CC1=C(C=CC(=C1)N1CCC(CC1)C(F)(F)F)NC1=CC=C(CN2CC(CC2=O)C(=O)N)C=C1 (4-((2-methyl-4-(4-(trifluoromethyl)piperidin-1-yl)phenyl)amino)benzyl)-5-oxopyrrolidine-3-carboxamide